2-[[(dodecylthio)thiooxymethyl]thio]-2-methylpropanoic acid C(CCCCCCCCCCC)SSOCSC(C(=O)O)(C)C